3-(2-((Tert-Butoxycarbonyl)amino)-1-(methylsulfonyl)ethyl)azetidine-1-carboxylic acid benzyl ester C(C1=CC=CC=C1)OC(=O)N1CC(C1)C(CNC(=O)OC(C)(C)C)S(=O)(=O)C